ClC1=C(C(=CC=C1)F)C1=N[C@H](C2=NN=C(N2C=2SC=3C[C@@H](CC3C12)C(F)F)C1CC1)C (7S,13R)-9-(2-chloro-6-fluoro-phenyl)-3-cyclopropyl-13-(difluoromethyl)-7-methyl-16-thia-2,4,5,8-tetrazatetracyclo[8.6.0.02,6.011,15]hexadeca-1(10),3,5,8,11(15)-pentaene